ClC1=C(C=C(C(=C1)Cl)[N+](=O)[O-])N1N=C(N(C1=O)C(F)F)C (2,4-dichloro-5-nitrophenyl)-4-difluoromethyl-5-methyl-2,4-dihydro-[1,2,4]triazol-3-one